2-aminobenzo[d]oxazole-6-carboxylic acid NC=1OC2=C(N1)C=CC(=C2)C(=O)O